NC1=NC(=C2N=CN(C2=N1)CCOCP([O-])(=O)OCCOCCCCCCCCCCCCCCCCCC(F)(F)F)Br.[NH4+] ammonium 2-(2-amino-6-bromo-purin-9-yl)ethoxymethyl-[2-(18,18,18-trifluorooctadecoxy)ethoxy]phosphinate